BrCCCC1CCN(CC1)CCCC 4-(bromopropyl)-1-butylpiperidine